C(C)NC1=C(C(=CC(=C1)F)F)[N+](=O)[O-] N-ethyl-3,5-difluoro-2-nitroaniline